racemic-trans-4-(4-acryloyl-3-methylmorpholin-2-yl)-6-chloro-5'-methoxy-N-methyl-[2,4'-bipyridine]-2'-carboxamide C(C=C)(=O)N1[C@H]([C@@H](OCC1)C1=CC(=NC(=C1)Cl)C1=CC(=NC=C1OC)C(=O)NC)C |r|